ClCCCCOC(C)CCCC(C)C 2-(4-chlorobutoxy)-6-methylheptane